ClC=1C=C(C=CC1F)N1C[C@@H](CC1=O)C(=O)NC1=CC(=NN1)C1CC1 (R)-1-(3-chloro-4-fluorophenyl)-N-(3-cyclopropyl-1H-pyrazol-5-yl)-5-oxopyrrolidine-3-carboxamide